4-[[4-chloro-2-[3-[methyl-(2-methylimidazo[1,2-a]pyridin-6-yl)carbamoyl]phenyl]-5-(trifluoromethyl)pyrazol-3-yl]methoxy]benzoic acid ClC1=C(N(N=C1C(F)(F)F)C1=CC(=CC=C1)C(N(C=1C=CC=2N(C1)C=C(N2)C)C)=O)COC2=CC=C(C(=O)O)C=C2